ClC=1C(=CC2=C(C[C@](O2)(C2=CC=CC=C2)CN(C(OC(C)(C)C)=O)C)C1C1=C(C(=CC=C1C(NC)=O)OCCOC1OCCCC1)F)F Tert-butyl (((2S,4R)-5-chloro-6-fluoro-4-(2-fluoro-6-(methylcarbamoyl)-3-(2-((tetrahydro-2H-pyran-2-yl)oxy)ethoxy)phenyl)-2-phenyl-2,3-dihydrobenzofuran-2-yl)methyl)(methyl)carbamate